tert-Butyl 4-(4-[3-cyano-4-isopropoxypyrazolo[1,5-a]pyridin-6-yl]-5-methyl-1,2,3-triazol-1-yl)piperidine-1-carboxylate C(#N)C=1C=NN2C1C(=CC(=C2)C=2N=NN(C2C)C2CCN(CC2)C(=O)OC(C)(C)C)OC(C)C